C(C1=CC=CC=C1)N1CC=2C(N(C=3N=CC=CC3C2CC1)CC1CCCC1)=O 3-benzyl-6-(cyclopentylmethyl)-2,3,4,6-tetrahydropyrido[3,4-c][1,8]naphthyridine-5(1H)-one